C(C)(C)(C)C1=CC=C(C=C1)C1=NC=CC2=C1C=CN2C(C=C)=O 1-(4-(4-(tert-butyl)phenyl)-1H-pyrrolo[3,2-c]pyridin-1-yl)prop-2-en-1-one